C(C)(C)(C)OC(=O)N1C[C@@H]2N(C3=C(OC2)N=C(C=C3)C(N[C@@H]3C(NC(CC3)=O)=O)=O)CC1.C(CCCCCCCCCC)CC(O)[NH+]1C=NCC1.[Na+] sodium 2-undecyl-1-hydroxyethyl-imidazolinium (S)-tert-butyl-8-(((S)-2,6-dioxopiperidin-3-yl)carbamoyl)-1,2,4a,5-tetrahydropyrazino[1,2-d]pyrido[2,3-b][1,4]oxazine-3(4H)-carboxylate